2-(pyridin-2-yldisulfanyl)ethyl acrylate C(C=C)(=O)OCCSSC1=NC=CC=C1